COC1=NC=CC(=C1)[C@@H](C)NCCC(=O)N1CC2CCC(C1)N2C2=NC=C(C#N)C=C2 6-(3-(3-(((R)-1-(2-methoxypyridin-4-yl)ethyl)amino)propanoyl)-3,8-diazabicyclo[3.2.1]octan-8-yl)nicotinonitrile